o-toluenesulfonic acid CC=1C(=CC=CC1)S(=O)(=O)O